4-(4-bromo-2,3-difluoro-phenyl)-3-methyl-1H-pyrazole BrC1=C(C(=C(C=C1)C=1C(=NNC1)C)F)F